NN(CC(C)NCC)N N,N-diaminoethylpropylenediamine